4-(aminomethyl)-N-(3-(2-(tert-butyl)-5-(2-((1-(methylsulfonyl)piperidin-4-yl)amino)pyrimidin-4-yl)thiazol-4-yl)-2-fluorophenyl)-2,6-difluorobenzenesulfonamide NCC1=CC(=C(C(=C1)F)S(=O)(=O)NC1=C(C(=CC=C1)C=1N=C(SC1C1=NC(=NC=C1)NC1CCN(CC1)S(=O)(=O)C)C(C)(C)C)F)F